3-(4-acetamidophenyl)-N-(6-chloro-3-pyridyl)-N-methyl-imidazo[1,2-a]pyrazine-6-carboxamide C(C)(=O)NC1=CC=C(C=C1)C1=CN=C2N1C=C(N=C2)C(=O)N(C)C=2C=NC(=CC2)Cl